ethyl 3-(1-(2-((6-(bis(tert-butoxycarbonyl)amino)-9H-purin-9-yl)methyl)-5-chloro-3-ethylphenyl)-3-((tert-butoxycarbonyl)amino)pyrrolidin-3-yl)propanoate C(C)(C)(C)OC(=O)N(C1=C2N=CN(C2=NC=N1)CC1=C(C=C(C=C1CC)Cl)N1CC(CC1)(NC(=O)OC(C)(C)C)CCC(=O)OCC)C(=O)OC(C)(C)C